BrC=1C=C(C=CC1F)N1C(=NOC1=O)C=1C=CC(=C(C1)NC(=O)NC1=CC=C(C=C1)C)NCC(C)C 1-[5-[4-(3-bromo-4-fluorophenyl)-5-oxo-4,5-dihydro-1,2,4-oxadiazol-3-yl]-2-(isobutylamino)phenyl]-3-(p-tolyl)urea